ClC=1C=C2C(=NC1OC)C(=C(N2C)C2=NC(=NN2)[C@H](C(F)(F)F)OC)C=2C=NNC2 (R)-6-chloro-5-methoxy-1-methyl-3-(1H-pyrazol-4-yl)-2-(3-(2,2,2-trifluoro-1-methoxyethyl)-1H-1,2,4-triazol-5-yl)-1H-pyrrolo[3,2-b]pyridine